1-(2-cyclopentylsulfanyl-4-methyl-thiazol-5-yl)ethanone C1(CCCC1)SC=1SC(=C(N1)C)C(C)=O